CC1=C(C=CC(=C1)C)C1=CC(=C(N=N1)NC1C[C@@H]2[C@@H](CN(C2)C([2H])([2H])C2CCOCC2)C1)C(F)(F)F (3aR,5s,6aS)-N-(6-(2,4-dimethyl-phenyl)-4-(trifluoro-methyl)pyridazin-3-yl)-2-((tetrahydro-2H-pyran-4-yl)methyl-d2)octahydro-cyclopenta[c]pyrrol-5-amine